2-(3-(azetidin-1-yl)propyl)-1-methyl-7-(1H-pyrazol-1-yl)-1H-imidazo[4,5-d]thieno[3,2-b]pyridin-4-amine N1(CCC1)CCCC1=NC=2C(=C3C(=NC2N)C=C(S3)N3N=CC=C3)N1C